C(C)(C)(C)OC(=O)N(C(=NC(=O)OC(C)(C)C)N)CCN1N=NC(=C1)CSC1=CC=C(C=C1)OC [2-(N,N'-di-tert-butoxycarbonylguanidino)ethyl]-4-[(4-methoxyphenyl)thiomethyl]-1H-1,2,3-triazole